2,6-diphenyl-4-(2,5-dimethylphenyl)pyridine C1(=CC=CC=C1)C1=NC(=CC(=C1)C1=C(C=CC(=C1)C)C)C1=CC=CC=C1